(Z)-3-ethylidene-1,2,3,4,4a,9b-hexahydro-1,4-methanodibenzo[b,d]furan C(/C)=C/1\CC2C3C(OC4=C3C=CC=C4)C1C2